Cyanomethyl 4-amino-3-chloro-5-fluoro-6-(7-fluoro-1H-indol-6-yl)picolinate NC1=C(C(=NC(=C1F)C1=CC=C2C=CNC2=C1F)C(=O)OCC#N)Cl